2,3-Dichloro-5,6-dicyano-p-benzoquinone C(#N)C1=C(C(=O)C(=C(C1=O)Cl)Cl)C#N